(6R)-6-{[7-bromo-2-(1-cyclopropyl-1H-pyrazol-4-yl)[1,2,4]triazolo[1,5-c]quinazolin-5-yl]amino}-1,4-diazepin-5-one BrC1=CC=CC=2C=3N(C(=NC12)NC=1C(N=CC=NC1)=O)N=C(N3)C=3C=NN(C3)C3CC3